(3-((Benzyloxy)methyl)-4-ethyl-5-oxo-4,5-dihydro-1H-1,2,4-triazol-1-yl)-7-fluoro-4-isopropyl-2-(2-(trifluoromethyl)phenyl)isoquinolin-1(2H)-one C(C1=CC=CC=C1)OCC1=NN(C(N1CC)=O)C=1N(C(C2=CC(=CC=C2C1C(C)C)F)=O)C1=C(C=CC=C1)C(F)(F)F